2-amino-3-(trimethylsilyl)ethynyl-naphthalene NC1=CC2=CC=CC=C2C=C1C#C[Si](C)(C)C